3-bromomethyl-sulfolane BrCC1CS(=O)(=O)CC1